CC1=CC=C(C=N1)[C@H](CN[C@@H]([C@H]1CNC2=C(N1)N=CC=C2)C2=CC=CC=C2)C |o1:7| (R or S)-2-(6-methylpyridin-3-yl)-N-((R)-phenyl((R)-1,2,3,4-tetrahydropyrido[2,3-b]pyrazin-3-yl)methyl)propan-1-amine